10-(5-(3-oxa-7-azabicyclo[3.3.1]nonan-7-yl)pentyl)-3,7-di(1H-indazol-5-yl)-8-methyl-10H-benzo[b]pyrido[2,3-e][1,4]oxazine C12COCC(CN(C1)CCCCCN1C3=C(OC4=C1N=CC(=C4)C=4C=C1C=NNC1=CC4)C=C(C(=C3)C)C=3C=C4C=NNC4=CC3)C2